C(=C)[NH-] vinyl-amid